NC=1N=NC(=CC1N1C[C@H](OCC1)C1=CC=C(C(=O)N2CCC(CC2)(F)CN2CCC(CC2)N2C=CC3=CC(=CC=C23)N2C(NC(CC2)=O)=O)C=C1)C1=C(C=CC=C1)O (R)-1-(1-(1-((1-(4-(4-(3-amino-6-(2-hydroxyphenyl)pyridazin-4-yl)morpholin-2-yl)benzoyl)-4-fluoropiperidin-4-yl)methyl)piperidin-4-yl)-1H-indol-5-yl)dihydropyrimidine-2,4(1H,3H)-dione